(2R)-N-((S)-(3-chloro-2,4-difluorophenyl)(5-fluoro-6-(trifluoromethyl)pyridin-2-yl)methyl)-2-methyl-3-oxopiperazine-1-carboxamide ClC=1C(=C(C=CC1F)[C@H](NC(=O)N1[C@@H](C(NCC1)=O)C)C1=NC(=C(C=C1)F)C(F)(F)F)F